1,2-bis(2-methyl-5-phenyl-thiophene-3-yl)ethane-1,2-dione CC=1SC(=CC1C(C(=O)C1=C(SC(=C1)C1=CC=CC=C1)C)=O)C1=CC=CC=C1